S1C(=NC=C1)C1=CC(=CC=2N=C(OC21)N2CC1N(C(C2)C1)C(=O)OC(C)(C)C)OC(F)(F)F tert-Butyl 3-(7-(thiazol-2-yl)-5-(trifluoromethoxy)benzo[d]oxazol-2-yl)-3,6-diazabicyclo[3.1.1]heptane-6-carboxylate